3-(thiophen-2-yl)-3-oxopropionic acid ethyl ester C(C)OC(CC(=O)C=1SC=CC1)=O